1,3,7-Triazaspiro[4.5]decane-2,4-dione N1C(NC(C12CNCCC2)=O)=O